ClC=1C=NN(C(C1Cl)=O)CCC=1NC2=C(N1)C=C(C(=C2)S(=O)(=O)NCCC2=NC=CC=C2)C 2-[2-(4,5-dichloro-6-oxo-pyridazin-1-yl)ethyl]-6-methyl-N-[2-(2-pyridyl)ethyl]-3H-benzimidazole-5-sulfonamide